C(#C)C1=C(C=CC=C1)N(S(=O)(=O)C1=CC=C(C=C1)C)CC#CC1=CC=CC=C1 N-(2-ethynylphenyl)-4-methyl-N-(3-phenyl-2-propynyl)benzenesulfonamide